tert-butyl (2R,3S,4S)-4-[(tert-butoxycarbonyl)oxy]-3-(3-fluorocyclobutanecarbonyloxy)-2-[(4-methoxyphenyl)methyl]pyrrolidine-1-carboxylate C(C)(C)(C)OC(=O)O[C@@H]1[C@H]([C@H](N(C1)C(=O)OC(C)(C)C)CC1=CC=C(C=C1)OC)OC(=O)C1CC(C1)F